ClC=1N=C(C2=C(N1)CN(CC2)C2=CC=CC1=CC=CC=C21)N2C[C@@H](N(CC2)C(=O)OCC2=CC=CC=C2)CC#N benzyl (S)-4-(2-chloro-7-(naphthalen-1-yl)-5,6,7,8-tetrahydropyrido[3,4-d]pyrimidin-4-yl)-2-(cyanomethyl)piperazine-1-carboxylate